5-oxotetrahydrofuran-2-yl palmitate C(CCCCCCCCCCCCCCC)(=O)OC1OC(CC1)=O